NC1C=2C(=NC=CC2)OC12CCNCC2 3-amino-3H-spiro[furo[2,3-b]pyridine-2,4'-piperidin]